1'-(3,5-dichloro-2-pyridinyl)-2-(2-ethoxy-3-pyridinyl)-7-[[(2R)-pyrrolidin-2-yl]methyl]spiro[6,8-dihydro-1,7-naphthyridine-5,4'-piperidine] formate salt C(=O)O.ClC=1C(=NC=C(C1)Cl)N1CCC2(CC1)C=1C=CC(=NC1CN(C2)C[C@@H]2NCCC2)C=2C(=NC=CC2)OCC